COC1=CC=C(C=N1)N1N=NC(=C1)C(CC)N1C=C(C2=C1N=CN=C2N)C=2C=NC(=NC2)C(F)(F)F 7-{1-[1-(6-Methoxypyridin-3-yl)-1H-1,2,3-triazol-4-yl]propyl}-5-[2-(trifluoromethyl)pyrimidin-5-yl]-7H-pyrrolo[2,3-d]pyrimidin-4-amine